C(C(=C)C)(=O)OCCOC(C=1C(C(=O)[O-])=CC(C(=O)[O-])=CC1)=O 2-methacryloyloxyethyltrimellitate